3-(4-(ethylsulfonamido)phenyl)-5-(quinolin-2-ylamino)-1H-pyrazole-4-carboxamide C(C)S(=O)(=O)NC1=CC=C(C=C1)C1=NNC(=C1C(=O)N)NC1=NC2=CC=CC=C2C=C1